FC1=C(C=CC=C1OC)NC(C1=CC=C(C=C1)C=1N=C(N2C1C=NC=C2)[C@H]2NCCC2)=O (S)-N-(2-fluoro-3-methoxyphenyl)-4-(3-(pyrrolidin-2-yl)imidazo[1,5-a]pyrazin-1-yl)benzamide